{6-[4-(tert-butoxycarbonyl)piperazin-1-yl]-2-(3,6-dihydro-2H-pyran-4-yl)-5-ethyl-7-oxo-[1,2,4]triazolo[1,5-a]pyrimidin-4-yl}acetic acid C(C)(C)(C)OC(=O)N1CCN(CC1)C1=C(N(C=2N(C1=O)N=C(N2)C=2CCOCC2)CC(=O)O)CC